C(\C(\C)=C/C(=O)[O-])(=O)[O-].C1(=CC=CC=C1)[S+](C1=CC=CC=C1)C1=CC=CC=C1.C1(=CC=CC=C1)[S+](C1=CC=CC=C1)C1=CC=CC=C1 triphenylsulfonium citraconate